6-chloro-3-(2-bromoethyl)quinazolin-4(3H)-one ClC=1C=C2C(N(C=NC2=CC1)CCBr)=O